C1(=CC=CC=C1)C1=NC(=CC(=N1)C=1C=C(C=CC1)C1=CC=C(C=C1)B(O)O)C1=CC=CC=C1 (3'-(2,6-diphenylpyrimidin-4-yl)-[1,1'-biphenyl]-4-yl)boronic acid